N-(4-quinolin-3-yl-phenyl)-N,N-bis{4-(2-phenyl-benzooxazol-6-yl)-phenyl}-amine N1=CC(=CC2=CC=CC=C12)C1=CC=C(C=C1)N(C1=CC=C(C=C1)C1=CC2=C(N=C(O2)C2=CC=CC=C2)C=C1)C1=CC=C(C=C1)C1=CC2=C(N=C(O2)C2=CC=CC=C2)C=C1